ClC=1C=C2C(=CC(=NC2=C(C1)F)OC[C@H]1N(CCC1)C)N1CCNCC1 6-chloro-8-fluoro-2-(((S)-1-methylpyrrolidin-2-yl)methoxy)-4-(piperazin-1-yl)quinoline